2-(5-{2-[(2,3-dihydro-1H-inden-2-yl)amino]pyrimidin-5-yl}-1,3,4-oxadiazol-2-yl)-1-{5H,6H,7H,8H-imidazo[1,2-c]pyrimidin-6-yl}ethan-1-one C1C(CC2=CC=CC=C12)NC1=NC=C(C=N1)C1=NN=C(O1)CC(=O)N1CN2C(CC1)=NC=C2